2-((1H-Pyrrolo[2,3-b]pyridin-5-yl)oxy)-4-(4-((4'-chloro-5,5-dimethyl-3,4,5,6-tetrahydro-[1,1'-biphenyl]-2-yl)methyl)piperazin-1-yl)benzoic acid Hydrochloride Cl.N1C=CC=2C1=NC=C(C2)OC2=C(C(=O)O)C=CC(=C2)N2CCN(CC2)CC2=C(CC(CC2)(C)C)C2=CC=C(C=C2)Cl